3-(4-(5-amino-3-cyclopentyl-2-morpholinophenyl)-1H-pyrazol-1-yl)propan-1-ol NC=1C=C(C(=C(C1)C=1C=NN(C1)CCCO)N1CCOCC1)C1CCCC1